(3S,4R)-4-((7-bromo-5-fluoropyrrolo[2,1-f][1,2,4]triazin-2-yl)amino)tetrahydro-2H-pyran-3-yl acetate C(C)(=O)O[C@@H]1COCC[C@H]1NC1=NN2C(C=N1)=C(C=C2Br)F